tert-Butyl 2-(3,6,8-trioxo-2,7-diazaspiro[4.6]undecan-2-yl)acetate O=C1N(CC2(C1)C(NC(CCC2)=O)=O)CC(=O)OC(C)(C)C